2-[(7RS)-2-(4-fluorophenyl)-3-(pyridin-4-yl)-4,5,6,7-tetrahydropyrazolo[1,5-a]pyrazin-7-yl]-N-methylacetamide hydrogen chloride Cl.FC1=CC=C(C=C1)C1=NN2C(CNC[C@H]2CC(=O)NC)=C1C1=CC=NC=C1 |r|